(2R)-2-(6-{5-chloro-2-[(oxan-4-yl)amino]pyrimidin-4-yl}-1-oxo-2,3-dihydro-1H-isoindol-2-yl)-N-[(1R)-1-{2-[(3S)-3-(dimethylamino)pyrrolidin-1-yl]pyridin-4-yl}ethyl]propanamide ClC=1C(=NC(=NC1)NC1CCOCC1)C1=CC=C2CN(C(C2=C1)=O)[C@@H](C(=O)N[C@H](C)C1=CC(=NC=C1)N1C[C@H](CC1)N(C)C)C